1,4-bis(2,5,8,11-tetraoxatetradec-13-en-13-yl)benzene COCCOCCOCCOCC(=C)C1=CC=C(C=C1)C(COCCOCCOCCOC)=C